(E)-3-(4-hydroxy-3-methoxyphenyl)-N-((1-(4-(trifluoromethyl)benzyl)-1H-1,2,3-triazol-4-yl)methyl)acrylamide OC1=C(C=C(C=C1)/C=C/C(=O)NCC=1N=NN(C1)CC1=CC=C(C=C1)C(F)(F)F)OC